4-[5-(4,4,5,5-tetramethyl-1,3-dioxolan-2-yl)-2-pyridyl]morpholine CC1(OC(OC1(C)C)C=1C=CC(=NC1)N1CCOCC1)C